5-methyl-10-(2',3',5',6'-tetrakis(3-methyl-3H-imidazo[4,5-b]pyridin-2-yl)-[1,1':4',1''-terphenyl]-3-yl)-5,10-dihydrophenazine CN1C=2C=CC=CC2N(C2=CC=CC=C12)C=1C=C(C=CC1)C1=C(C(=C(C(=C1C1=NC=2C(=NC=CC2)N1C)C1=NC=2C(=NC=CC2)N1C)C1=CC=CC=C1)C1=NC=2C(=NC=CC2)N1C)C1=NC=2C(=NC=CC2)N1C